C(CCC)OC(C1CCN(CC1)C1=CC(=C(C=C1F)[C@H]1C(C(N1C1=C(C(=CC=C1)F)O)=O)(CC)CC)OC)OCCCC (S)-4-(4-(4-(Dibutoxymethyl)piperidin-1-yl)-5-fluoro-2-methoxyphenyl)-3,3-diethyl-1-(3-fluoro-2-hydroxyphenyl)azetidin-2-one